N,N-Dipropyl-N-(sec-butyl)amine C(CC)N(C(C)CC)CCC